C(#N)CN(C(=O)C=1N=C(C=2N(C1)C(=CN2)C=2C=CC(=NC2)NC(OC)=O)C)C2=CC(=C(C=C2)F)OC methyl N-[5-[6-[cyanomethyl-(4-fluoro-3-methoxy-phenyl)carbamoyl]-8-methyl-imidazo[1,2-a]pyrazin-3-yl]-2-pyridyl]carbamate